(2R,3R,4R,5S)-2-(hydroxymethyl)-1-(5-trimethylsilylpentyl)piperidine OC[C@@H]1N(CCCC1)CCCCC[Si](C)(C)C